4-((tert.Butoxy)carbonyl)benzoic acid C(C)(C)(C)OC(=O)C1=CC=C(C(=O)O)C=C1